C(C)[C@]1(C(OCC=2C(N3CC=4C(=NC=5C=C(C(=C6C5C4[C@H](CC6)NC(CC(C)O)=O)C)F)C3=CC21)=O)=O)O N-((1S,9S)-9-ethyl-5-fluoro-9-hydroxy-4-methyl-10,13-dioxo-2,3,9,10,13,15-hexahydro-1H,12H-benzo[de]pyrano[3',4':6,7]indolizino[1,2-b]quinolin-1-yl)-3-hydroxybutanamide